FC1([C@@H](CN(CC1)C1=C(C(=O)NC2=CC(=NC=C2)[S@@](=O)(=N)C)C=C(C(=N1)C)C(F)(F)F)C)F 2-((R)-4,4-difluoro-3-methylpiperidin-1-yl)-6-methyl-N-(2-((R)-S-methylsulfonimidoyl)pyridin-4-yl)-5-(trifluoromethyl)nicotinamide